N-benzyl-1,2-benzisothiazolin-3-one C(C1=CC=CC=C1)N1SC2=C(C1=O)C=CC=C2